chloro-2-tetrahydropyran-2-yl-pyridazin-3-one ClC=1C(N(N=CC1)C1OCCCC1)=O